FC1=CC=C2[C@@H]([C@H](COC2=C1)N1C[C@H](OCC1)C)NC1=CC=CC=2NC(=NC21)C(F)(F)F N-((3R,4S)-7-fluoro-3-((R)-2-methylmorpholino)chroman-4-yl)-2-(trifluoromethyl)-1H-benzo[d]imidazol-4-amine